The molecule is a benzochromenone that is alternariol in which the hydroxy group at position 9 has been converted into the corresponding methyl ether. A natural product found in Chaetomium globosum. It has a role as an antifungal agent and a fungal metabolite. It is a benzochromenone and an aromatic ether. It derives from an alternariol. CC1=CC(=CC2=C1C3=C(C(=CC(=C3)OC)O)C(=O)O2)O